methyl-4-(3-(trifluoromethoxy)phenyl)piperidine CN1CCC(CC1)C1=CC(=CC=C1)OC(F)(F)F